N1N=C(C=C1)C=1C=C(C=CC1C1C(C1)C(=O)OCC)C1=CC=CC=C1 ethyl 2-(3-(1H-pyrazol-3-yl)-[1,1'-biphenyl]-4-yl)cyclopropane-1-carboxylate